C1(CC1)C=1C=C(C(=NC1C1=CC=C(C=C1)F)OCC)CN1CCC2(CN(C(O2)=O)C2=CC=C(C=C2)P(O)(=O)C)CC1 (4-(8-((5-cyclopropyl-2-ethoxy-6-(4-fluorophenyl)pyridin-3-yl)methyl)-2-oxo-1-oxa-3,8-diazaspiro[4.5]decan-3-yl)phenyl)(methyl)phosphinic acid